1-(2-chlorophenyl)-3-fluoro-4-(methylamino)-7-(trifluoromethyl)-1,8-naphthyridin-2(1H)-one ClC1=C(C=CC=C1)N1C(C(=C(C2=CC=C(N=C12)C(F)(F)F)NC)F)=O